C(C=C)C(C(=O)OCC(CCCC)CC)(C(=O)OCC(CCCC)CC)C di(2-ethylhexyl) 2-allyl-2-methyl-malonate